Z-5-decen-1-yl acetate C(C)(=O)OCCCC\C=C/CCCC